BrC=1C=C(OCC2CC2)C=CC1F 1-[(3-bromo-4-fluoro-phenoxy)methyl]cyclopropane